COC(C)(C)C=1C=C(C2=C(N=C(O2)N2CC3N(C(C2)C3)C(=O)OC(C)(C)C)C1OC(F)(F)F)C=1N=CSC1 tert-Butyl 3-(5-(2-methoxypropan-2-yl)-7-(thiazol-4-yl)-4-(trifluoromethoxy)benzo[d]oxazol-2-yl)-3,6-diazabicyclo[3.1.1]heptane-6-carboxylate